C1(=CC=CC=C1)C1CC(NC1)=O 4-phenylpyrrolidin-2-one